NC(CCC(C(=O)OC(C)(C)C)C=1C(=NC2=CC(=CC=C2C1)C(N[C@@H](C)C1CCCCC1)=O)C)=O tert-butyl 5-amino-2-(7-(((S)-1-cyclohexylethyl) carbamoyl)-2-methylquinolin-3-yl)-5-oxopentanoate